3-(4-Ethylpiperazin-1-yl)-4-fluorobenzonitrile C(C)N1CCN(CC1)C=1C=C(C#N)C=CC1F